4-chlorobenzyl (S)-(4-(1-(4-methoxy-1-methyl-1H-pyrazole-5-carboxamido)eth-yl)phenyl)carbamate COC=1C=NN(C1C(=O)N[C@@H](C)C1=CC=C(C=C1)NC(OCC1=CC=C(C=C1)Cl)=O)C